COC=1C(=C2C=CNC2=C(C1)C)CN1C(CC(CC1)C)C1=CC=C(C(=O)O)C=C1 4-(1-((5-methoxy-7-methyl-1H-indol-4-yl)methyl)-4-methylpiperidin-2-yl)benzoic acid